(2R,4S)-N2-(5-((+)-1-amino-1-(3-cyanophenyl)-3-cyclopropylpropyl)-2-fluorophenyl)-N1-(4-chlorophenyl)-4-hydroxypyrrolidine-1,2-dicarboxamide NC(CCC1CC1)(C1=CC(=CC=C1)C#N)C=1C=CC(=C(C1)NC(=O)[C@@H]1N(C[C@H](C1)O)C(=O)NC1=CC=C(C=C1)Cl)F